3-(3-methyl-but-3-en-1-yl)-6-methyl-quinazolinone Tert-butyl-2'-hydroxy-6'H-spiro[cyclopropane-1,5'-pyrido[3,4-d]pyrimidine]-7'(8'H)-carboxylate C(C)(C)(C)OC(=O)N1CC=2N=C(N=CC2C2(C1)CC2)O.CC(CCN2C(N=C1C=CC(=CC1=C2)C)=O)=C